N-[4-Methyl-3-(2-pyridyl)phenyl]-11-azatricyclo[6.2.1.02,7]undeca-2,4,6-triene-11-carboxamide CC1=C(C=C(C=C1)NC(=O)N1C2C3=CC=CC=C3C1CC2)C2=NC=CC=C2